N1(CCC1)CC1(CC1)NC(C(C)(C)C1=C(C=CC(=C1)OC)F)=O N-(1-(azetidin-1-ylmethyl)cyclopropyl)-2-(2-fluoro-5-methoxyphenyl)-2-methylpropanamide